(S)-N-(3-Chloro-2,4-difluorophenyl)-N-methyl-3-(6-methyl-4-(trifluoromethyl)pyridin-2-yl)-2-oxo-1-(3-(piperazin-1-yl)propyl)imidazolidine-4-carboxamide ClC=1C(=C(C=CC1F)N(C(=O)[C@H]1N(C(N(C1)CCCN1CCNCC1)=O)C1=NC(=CC(=C1)C(F)(F)F)C)C)F